1-(3-Hydroxy-4-(5H-imidazo[5,1-a]isoindol-5-yl)piperidin-1-yl)ethan-1-on OC1CN(CCC1C1N2C(C3=CC=CC=C13)=CN=C2)C(C)=O